ClC=1C=C(C=CC1Cl)C1(CN(C1)C(=O)OCC1=CC=CC=C1)O benzyl 3-(3,4-dichlorophenyl)-3-hydroxy-azetidine-1-carboxylate